2-(4-(2-Hydroxy-ethyl)-1-piperazinyl)-ethan OCCN1CCN(CC1)CC